CN([C@@H](CI)C(=O)O)C(=O)OC(C)(C)C (R)-methyl-N-t-butoxycarbonyl-3-iodoalanine